1-tert-butoxycarbonylazepane-3-carboxylic acid C(C)(C)(C)OC(=O)N1CC(CCCC1)C(=O)O